2-((1-methyl-4-(1-(tetrahydro-2H-pyran-2-yl)-3-((triisopropylsilyl)ethynyl)-1H-indazol-5-yl)-1H-pyrazol-5-yl)oxy)propan-1-amine CN1N=CC(=C1OC(CN)C)C=1C=C2C(=NN(C2=CC1)C1OCCCC1)C#C[Si](C(C)C)(C(C)C)C(C)C